ClC1=C(C=2N=C(NC(C2C(=N1)OC(C)C1C(N(CCN1)C(=O)OC(C)(C)C)C)=O)SC)F tert-butyl 3-(1-((7-chloro-8-fluoro-2-(methylsulfanyl)-4-oxo-3,4-dihydropyrido[4,3-d]pyrimidin-5-yl) oxy) ethyl)-2-methylpiperazine-1-carboxylate